COC1=C(C=C(C=C1)CCOC)C1=NOC(=C1)CN1CCN(CC1)C 3-(2-methoxy-5-(2-methoxyethyl)phenyl)-5-((4-methylpiperazine-1-yl)methyl)isoxazole